C(CC)ONCCC1=CC=CC=C1 propoxy-phenethylamine